phenyl-2,5-furandione C1(=CC=CC=C1)C=1C(OC(C1)=O)=O